ON=C(N)C1=CC=C(CP(OCC)(OCC)=O)C=C1 diethyl (4-(N'-hydroxycarbamimidoyl)benzyl)phosphonate